C1(=CC=CC=C1)CCN1CCNCC1 phenylethyl-piperazine